OCCC1=CC=C(C=C1)CCO 2-[4-(2-hydroxyethyl)phenyl]ethan-1-ol